S(=O)(=O)(C1=CC=C(C)C=C1)N1CNCC=C1 1-tosyl-3,4-dihydro-pyrimidine